((6-((2-(acryloyloxy)ethyl)amino)-1,3,5-triazine-2,4-diyl)bis(sulfanediyl))bis(ethane-2,1-diyl)diacrylate C(C=C)(=O)OCCNC1=NC(=NC(=N1)SCCC=CC(=O)[O-])SCCC=CC(=O)[O-]